5-(2-furoyl)amino-3-(1-isobutylpiperidin-4-yl)-1H-indole O1C(=CC=C1)C(=O)NC=1C=C2C(=CNC2=CC1)C1CCN(CC1)CC(C)C